BrC1=CC=C(C=C1)C1=CN=C(S1)NC(CCCCCCNC(C(C(F)(F)F)(O)O)=O)=O N-(5-(4-bromophenyl)thiazol-2-yl)-7-(3,3,3-trifluoro-2,2-dihydroxypropanamido)heptanamide